3-bromo-1-methyl-5-phenylpyrrolo[3,4-c]pyrazole BrC=1C=2C(N(N1)C)=CN(C2)C2=CC=CC=C2